ClC1=C2CC[C@@H](C2=CC=C1)NCCC1(CCOC2(C1)CCOCC2)C2=NC=C(C=C2)F (1S)-4-chloro-N-(2-(4-(5-fluoropyridin-2-yl)-1,9-dioxaspiro[5.5]undecan-4-yl)ethyl)-2,3-dihydro-1H-inden-1-amine